C1(CC1)C=1C=C(C=NC1)C#CC=1C=C(C=NC1C)C(=O)N[C@@H]1[C@H](CCCC1)O 5-[(5-Cyclopropylpyridin-3-yl)ethynyl]-N-[(1S,2S)-2-hydroxycyclohexyl]-6-methylpyridine-3-carboxamide